N[C@H](CO[C@@H]1[C@H]([C@H]([C@@H]([C@H](O1)CO)O)O)O)CCO[C@@H]1[C@H]([C@H]([C@@H]([C@H](O1)CO)O)O)O (2R,2'R,3S,3'S,4S,4'S,5S,5'S,6S,6'S)-6,6'-(((S)-2-aminobutane-1,4-diyl)bis(oxy))bis(2-(hydroxymethyl)tetrahydro-2H-pyran-3,4,5-triol)